5-(((1R,3S)-3-hydroxycyclopentyl)methoxy)-1,3,4-thiadiazol O[C@@H]1C[C@@H](CC1)COC1=NN=CS1